C(C)(=O)O[C@@H](CC=1C=C(C=CC1)[C@](C(=O)O)(CCCC(CS(=O)(=O)CCO[Si](C)(C)C(C)(C)C)(C)C)C)C (R)-2-(3-((R)-2-acetoxypropyl)phenyl)-7-((2-((tert-butyldimethylsilyl)oxy)ethyl)sulfonyl)-2,6,6-trimethylheptanoic acid